CN1C(CCC2=CC(=CC=C12)C=1C=C(C=NC1)CNC(=O)C1=NC=C(C=C1C)Cl)=O 5-Chloro-3-methyl-pyridine-2-carboxylic acid [5-(1-methyl-2-oxo-1,2,3,4-tetrahydro-quinolin-6-yl)-pyridin-3-ylmethyl]-amide